3-Aminopropyl(isobutoxydimethylsilan) NCCC[Si](C)(C)OCC(C)C